(1R,3S)-3-(3-{[(1-methyl-1H-pyrazol-4-yl)acetyl]amino}-1H-pyrazol-5-yl)cyclopentyl(3,3,3-trifluoropropyl)carbamate CN1N=CC(=C1)CC(=O)NC1=NNC(=C1)[C@@H]1C[C@@H](CC1)N(C([O-])=O)CCC(F)(F)F